FC(C1=CC=C(NC=2C(=NC=CN2)C2=CC=C(C=C2)O)C=C1)(F)F 4-[3-[4-(trifluoromethyl)anilino]pyrazin-2-yl]phenol